BrC=1C=C(C=CC1)[C@@H](CC(=O)OCC)N[S@@](=O)C(C)(C)C ethyl (R)-3-(3-bromophenyl)-3-(((S)-tert-butylsulfinyl)amino)propanoate